4-(1-(5-(dimethylphosphoryl)pyridin-2-yl)-5-hydroxy-3-methyl-1H-pyrazol-4-yl)benzonitrile CP(=O)(C)C=1C=CC(=NC1)N1N=C(C(=C1O)C1=CC=C(C#N)C=C1)C